C(C=C)N1N(C2=NC(=NC=C2C1=O)NC1=CC=C(C=C1)CCN(C)C)C1=NC(=CC=C1)C(C)(C)O 2-allyl-6-((4-(2-(dimethylamino)ethyl)phenyl)amino)-1-(6-(2-hydroxypropan-2-yl)pyridin-2-yl)-1,2-dihydro-3H-pyrazolo[3,4-d]pyrimidin-3-one